C(C)(C)N1N=CC2=CC(=CC=C12)C1=NC(=NO1)C1=C(C=CC=C1)C 5-(1-isopropyl-1H-indazol-5-yl)-3-(o-tolyl)-1,2,4-oxadiazole